2-(2-hydroxyprop-2-yl)thiazole-5-sulfonyliminocarbamic acid tert-butyl ester C(C)(C)(C)OC(N=NS(=O)(=O)C1=CN=C(S1)C(C)(C)O)=O